methyl 4-((2S,4S)-2-(((tert-butoxycarbonyl)amino)methyl)-5-chloro-2-phenyl-2,3-dihydrobenzofuran-4-yl)-5-fluoro-6-methoxynicotinate C(C)(C)(C)OC(=O)NC[C@@]1(OC2=C(C1)C(=C(C=C2)Cl)C2=C(C(=NC=C2C(=O)OC)OC)F)C2=CC=CC=C2